ClC=1C=C2C(C=C(OC2=CC1)C(=O)NCC=1N=C2N(C=C(C=C2)CNCC2CCCCC2)C1)=O 6-chloro-N-[(6-{[(cyclohexylmethyl)amino]methyl}imidazo[1,2-a]pyridin-2-yl)methyl]-4-oxo-4H-chromene-2-carboxamide